BrC=1C=NN(C1)CC1C[C@@H]([C@H](C1)F)O[Si](C1=CC=CC=C1)(C1=CC=CC=C1)C(C)(C)C |r| 4-bromo-1-(((3S,4S) and (3R,4R)-3-((tert-butyldiphenylsilyl)oxy)-4-fluorocyclopentyl)methyl)-1H-pyrazole